NC1=CC=C(C=C1)C=1SC(=CN1)C1=C(C=C(N)C=C1)SC1CC1 4-(2-(4-aminophenyl)thiazol-5-yl)-3-(cyclopropylthio)aniline